methyl 2-(1-{[(tert-butoxy) carbonyl] amino} cyclopropaneamido)-3-(2-chlorobenzoyl)-4H,5H,6H-cyclopenta[b]thiophene-5-carboxylate C(C)(C)(C)OC(=O)NC1(CC1)C(=O)NC1=C(C2=C(S1)CC(C2)C(=O)OC)C(C2=C(C=CC=C2)Cl)=O